C(CCC)C1OC(OC1)(CCCCCCCC(O)C)C butyl-α,2-dimethyl-1,3-dioxolan-2-octanol